(S)-2-(3-(3-chloro-4-((3,5-difluoropyridin-2-yl)methoxy)-5',6-dimethyl-2-carbonyl-2H-[1,4'-bipyridyl]-2'-yl)-1H-pyrazol-1-yl)-2-methylpropanamide ClC=1C(N(C(=CC1OCC1=NC=C(C=C1F)F)C)C1=CC(=NC=C1C)C1=NN(C=C1)C(C(=O)N)(C)C)=C=O